CC1CN(CC=C1)C(=O)[O-] 3-methyl-3,6-dihydropyridine-1(2H)-carboxylate